N-(3-(2-(difluoromethoxy)-5-mercaptophenyl)-1-methyl-1H-pyrazol-4-yl)pyrazolo[1,5-a]pyrimidine FC(OC1=C(C=C(C=C1)S)C1=NN(C=C1N1CC=C2N1C=CC=N2)C)F